C(C)OC(=O)C(C(C)C(=O)OCC1=CC=CC=C1)CCCCCCC Decane-2,3-dicarboxylic acid 2-benzyl 3-ethyl ester